NC1=C2C(=NC=N1)N(N=C2C#CC=2C(=CC(=C(C2)NC(=O)N2OCC[C@@H]2C2=CC=CC=C2)F)Br)CC (R)-N-(5-((4-amino-1-ethyl-1H-pyrazolo[3,4-d]pyrimidin-3-yl)ethynyl)-4-bromo-2-fluorophenyl)-3-phenylisoxazolidin-2-carboxamide